2'-chloro-N-(5-(4-chloro-1-(difluoromethyl)-1H-pyrazole-3-carbonyl)-5,6-dihydro-4H-pyrrolo[3,4-d]thiazol-2-yl)-5'-methoxy-6-methyl-[4,4'-bipyridine]-3-carboxamide ClC1=NC=C(C(=C1)C1=C(C=NC(=C1)C)C(=O)NC=1SC2=C(N1)CN(C2)C(=O)C2=NN(C=C2Cl)C(F)F)OC